3-(((benzyloxy)carbonyl)amino)-7-(4-fluorophenyl)-3-methyl-2,3-dihydrofuro[2,3-c]pyridine 6-oxide C(C1=CC=CC=C1)OC(=O)NC1(COC2=C([N+](=CC=C21)[O-])C2=CC=C(C=C2)F)C